methyl 2-(2-amino-2-methylpropyl)-5-bromopyrazole-3-carboxylate NC(CN1N=C(C=C1C(=O)OC)Br)(C)C